ClC1=CC=C2[C@@]3(C(NC2=C1)=O)C1(N([C@H]([C@@H]3C3=C(C(=CC=C3)Cl)F)C(=O)O)C)CCCCC1 (3'R,4'S,5'R)-6''-chloro-4'-(3-chloro-2-fluorophenyl)-1'-methyl-2''-oxodispiro[cyclohexane-1,2'-pyrrolidine-3',3''-indoline]-5'-carboxylic acid